C1(CC1)C=1C(=NSC1C(=O)NC1=CC(=NC=C1)C(F)(F)F)C=1C=NC=CC1 4-CYCLOPROPYL-3-(PYRIDIN-3-YL)-N-(2-(TRIFLUOROMETHYL)PYRIDIN-4-YL)ISOTHIAZOLE-5-CARBOXAMIDE